CC1=C(C=C(C=C1)C1N(CCC1OC(F)(F)F)C(=O)N)C1=CC(=NC(=C1)N1CCOCC1)OC(COC1OCCCC1)(C)C [4-methyl-3-(2-[[2-methyl-1-(oxan-2-yloxy)propan-2-yl]oxy]-6-(morpholin-4-yl)pyridin-4-yl)phenyl]-3-(trifluoromethoxy)pyrrolidine-1-carboxamide